C(C)C1(CCCCC1)O 1-ethyl-cyclohexanol